N-(1-((2R,3S,4S,5R)-3,4-bis((tert-butyldimethylsilyl)oxy)-5-(((tert-butyldimethylsilyl)oxy)methyl)-tetrahydrothiophen-2-yl)-2-oxo-1,2-dihydropyrimidin-4-yl)-2-propylpentanamide [Si](C)(C)(C(C)(C)C)O[C@@H]1[C@@H](S[C@@H]([C@H]1O[Si](C)(C)C(C)(C)C)CO[Si](C)(C)C(C)(C)C)N1C(N=C(C=C1)NC(C(CCC)CCC)=O)=O